C(C=C)C1=CC=CC=2C3=CC=CC=C3C(C12)(O)O allyl-fluorene-9,9-diol